cyanomethyl methyl (phenyl) carbamoyl disulfate S(=O)(=O)(OCC#N)OC1=CC=CC=C1.S(=O)(=O)(OC)OC(N)=O